N1(N=CC=C1)C1=CC=C(CN(C2=NC=C(C=C2)OCCOC2=CC(=CC=C2)N(C)C)CC2=CC(=CC=C2)OC)C=C1 N-(4-(1H-pyrazol-1-yl)benzyl)-5-(2-(3-(dimethylamino)phenoxy)ethoxy)-N-(3-methoxybenzyl)pyridin-2-amine